ClC1=C(C=C(C=C1)F)[C@H](CC)C1=CC(=NN1C)C (1S,2S)-1-(2-chloro-5-fluorophenyl)-1-(1,3-dimethyl-1H-pyrazol-5-yl)propan